CC=1N=C(C2=C(C(=C(C=C2C1)C)C#N)O)N(CCCC)CCCC 3,6-dimethyl-1-(N,N-dibutylamino)-7-cyano-8-hydroxyisoquinoline